1-(cyclobutyl-methyl)-8-dimethylamino-8-phenyl-3-(pyrazin-2-ylmethyl)-1,3-diazaspiro[4.5]decan-2-one C1(CCC1)CN1C(N(CC12CCC(CC2)(C2=CC=CC=C2)N(C)C)CC2=NC=CN=C2)=O